3-(1,3-benzodioxol-5-yl)-6-(3-pyridyl)imidazo[1,2-b]pyridazine O1COC2=C1C=CC(=C2)C2=CN=C1N2N=C(C=C1)C=1C=NC=CC1